(S)-2-benzyl-7-(benzyloxy)-6,8-dibromo-N-((4-chloro-3-nitrophenyl)sulfonyl)-1,2,3,4-tetrahydroisoquinoline-3-carboxamide C(C1=CC=CC=C1)N1CC2=C(C(=C(C=C2C[C@H]1C(=O)NS(=O)(=O)C1=CC(=C(C=C1)Cl)[N+](=O)[O-])Br)OCC1=CC=CC=C1)Br